COC(=O)C=1C=C(C2=C(N(C(=N2)C)C/C(=C/CN)/F)C1)C1=CC(=CC=C1)S(=O)(=O)N1CCCC1 (Z)-1-(4-amino-2-fluoro-but-2-en-1-yl)-2-methyl-4-(3-(pyrrolidin-1-ylsulfonyl)phenyl)-1H-benzo[d]imidazole-6-carboxylic acid methyl ester